C1CCC2=C(C=3CCCC3C=C12)NC(=O)NS(=O)(=O)\C=C\[C@@]1(N(CCC1)CCC)C (R,E)-N-((1,2,3,5,6,7-hexahydro-s-indacen-4-yl)carbamoyl)-2-(2-methyl-1-propylpyrrolidin-2-yl)ethene-1-sulfonamide